FC=1C=C(C=CC1)N1N=C(C=C(C1=O)C(=O)N[C@@H](CO)C(C)C)C1=CC=C(C=C1)C 2-(3-fluorophenyl)-N-[(2R)-1-hydroxy-3-methylbut-2-yl]-6-(4-methylphenyl)-3-oxo-2,3-dihydropyridazine-4-carboxamide